CC(=CCC1=C(C=C(C(=C1O)C1OC1)CCCCC)O)CCC=C(C)C 2-(3,7-dimethylocta-2,6-dien-1-yl)-4-(oxiran-2-yl)-5-pentylbenzene-1,3-diol